(2R,3R,11bR)-3-(tert-butoxy)-9-(cyclopentyloxy)-10-methoxy-1,3,4,6,7,11b-hexahydro-2H-pyrido[2,1-a]isoquinolin-2-ol C(C)(C)(C)O[C@H]1[C@@H](C[C@H]2N(CCC3=CC(=C(C=C23)OC)OC2CCCC2)C1)O